(4-(benzyloxy)-3-fluorophenyl)methanol C(C1=CC=CC=C1)OC1=C(C=C(C=C1)CO)F